C(CCCCCCC\C=C/CC#CCCCCC)(=O)O (Z)-9-Octadecen-12-ynoic acid